6-(5-ethylsulfonyl-1-methyl-2-pyrimidin-5-yl-imidazol-4-yl)-3-(trifluoromethyl)-7H-pyrrolo[3,4-b]pyridin-5-one C(C)S(=O)(=O)C1=C(N=C(N1C)C=1C=NC=NC1)N1CC2=NC=C(C=C2C1=O)C(F)(F)F